FC1([C@@H](C1)C(=O)NC1=CC(=C(N=N1)C(=O)NC([2H])([2H])[2H])NC1=C(C(=CC=C1)C1=NN(C=N1)C)OC)F (S)-6-(2,2-difluorocyclopropane-1-carboxamido)-4-((2-methoxy-3-(1-methyl-1H-1,2,4-triazol-3-yl)phenyl)amino)-N-(methyl-d3)pyridazine-3-carboxamide